FC1=C(C=CC=C1C[C@@H]1N(CC([C@@H]1NS(N(C)C)(=O)=O)(F)F)C(=O)[C@@H]1OCC1)C1=CC(=CC(=C1)C)F N'-{(2S,3R)-2-[(2,3'-difluoro-5'-methyl-[1,1'-biphenyl]-3-yl)methyl]-4,4-difluoro-1-[(2R)-oxetane-2-carbonyl]pyrrolidin-3-yl}-N,N-dimethylsulfuric diamide